CC(C(=O)O)C(C(CCC=C)C)C 2,3,4-trimethyl-7-octenoic acid